C1CC(C1)C(=O)F 3-cyclobutanecarbonyl fluoride